3-((2-((4-methoxyphenyl)amino)thieno[3,2-d]pyrimidin-4-yl)amino)-N-methylthiophene-2-carboxamide COC1=CC=C(C=C1)NC=1N=C(C2=C(N1)C=CS2)NC2=C(SC=C2)C(=O)NC